COC(=O)[C@@H]1N(CC(N(C1)CC1=CC=C(C(=O)O)C=C1)=O)C(CCCCCCC)=O (R)-4-((5-(methoxycarbonyl)-4-octanoyl-2-oxopiperazin-1-yl)methyl)benzoic acid